O=C1NC(CCC1N1C(C(=CC1=O)NC1=CC=C(C(=O)N(C)C)C=C1)=O)=O 4-((1-(2,6-dioxopiperidin-3-yl)-2,5-dioxo-2,5-dihydro-1H-pyrrol-3-yl)amino)-N,N-dimethylbenzamide